N1=C(C=CC=C1)NC(OC(NCCC1=CC(=C(C(=C1)C1=NN(C=C1)C)OC)NC1=C(N=NC(=C1)Cl)C(NC)=O)=O)=O (3-((6-chloro-3-(methylcarbamoyl) pyridazin-4-yl) amino)-4-methoxy-5-(1-methyl-1H-pyrazol-3-yl) phenethylcarbamoyl) pyridin-2-ylcarbamate